C(C)N1N=C(C(=C1)F)[S@@](=O)(N)=NC(NC1=C2C(=NC(=C1C1=C(C=CC=C1)F)C(F)(F)F)CCC2)=O (R)-1-ethyl-4-fluoro-N'-((3-(2-fluorophenyl)-2-(trifluoromethyl)-6,7-dihydro-5H-cyclopenta[b]pyridin-4-yl)carbamoyl)-1H-pyrazole-3-sulfonimidamide